BrC=1C=C2C(=CN=CC2=CC1)F 6-bromo-4-fluoroisoquinoline